CC1=NOC(=N1)C=1C=C2N(CCNC2=O)C1 7-(3-methyl-1,2,4-oxadiazol-5-yl)-3,4-dihydropyrrolo[1,2-a]pyrazin-1(2H)-one